C1(CCC1)C(=O)N1[C@H]([C@H](CC1)NS(=O)(=O)C1CC1)CC=1N=C(SC1)C1=CC=CC=C1 N-(cis-1-(cyclobutylcarbonyl)-2-((2-phenyl-1,3-thiazol-4-yl)methyl)pyrrolidin-3-yl)cyclopropanesulfonamide